BrC=1C(=NC(=C(C1)[N+](=O)[O-])C)N(CC1=CC=C(C=C1)OC)CC1=CC=C(C=C1)OC 3-bromo-N,N-bis[(4-methoxyphenyl)methyl]-6-methyl-5-nitro-pyridin-2-amine